C(C)(C)(C)[Si](OCCN1N=C(C=C1C(=O)O)OCC)(C)C 2-[2-[tert-butyl-(dimethyl)silyl]oxyethyl]-5-ethoxy-pyrazole-3-carboxylic acid